C(C)OC(=O)C1=NC(=NC(=C1)C1=CC=CC=C1)C1=CC=CC=C1 2,6-diphenylpyrimidine-4-carboxylic acid ethyl ester